ClC=1C=C2C(N(C(=NC2=CC1)NC1=C(C=C(C=C1)F)Cl)C=1C=NC=CC1)=O 6-chloro-2-(2-chloro-4-fluoroanilino)-3-(pyridin-3-yl)quinazolin-4(3H)-one